(2R)-2-(5-Cyclopropylisoxazol-3-yl)morpholine C1(CC1)C1=CC(=NO1)[C@H]1CNCCO1